C(C1=CC(=NC=C1C([2H])([2H])[2H])C=1C=CC=2C=CN3C(C2C1)=NC1=C3C=CC=C1)([2H])([2H])[2H] 2-(4,5-bis(methyl-d3)pyridin-2-yl)benzo[4,5]imidazo[2,1-a]isoquinoline